3-(6-amino-5-(2,3-dichlorophenyl)-3-(1,3,4-oxadiazol-2-yl)pyrazin-2-yl)-3-azabicyclo[3.1.0]hexane-6-amine NC1=C(N=C(C(=N1)N1CC2C(C2C1)N)C=1OC=NN1)C1=C(C(=CC=C1)Cl)Cl